Cl.C(C(C)C)OCC[C@H](N)C(=O)OCC1=CC(=NC(=C1)Cl)Cl (2,6-Dichloropyridin-4-yl)methyl O-isobutyl-L-homoserinate hydrochloride